2-methylenenonanal C=C(C=O)CCCCCCC